6-hydroxy-4-(5-(6-((6-Methoxypyridin-3-yl)methyl)-3,6-diazabicyclo[3.1.1]heptan-3-yl)pyrazin-2-yl)pyrazole OC1=C(N=CC(=N1)C=1C=NNC1)N1CC2N(C(C1)C2)CC=2C=NC(=CC2)OC